(S)-7-[3-(difluoromethyl)pyridin-2-yl]-7-methoxy-4-oxospiro[2.5]oct-5-ene-5-carbonitrile FC(C=1C(=NC=CC1)[C@]1(C=C(C(C2(CC2)C1)=O)C#N)OC)F